ClC=1C=C(C(=O)NC2=CC(=CC=C2)C=2C=CC=3N(N2)C(=NN3)C=3OC(=CC3)C)C=CC1 3-chloro-N-(3-(3-(5-methylfuran-2-yl)-[1,2,4]triazolo[4,3-b]pyridazin-6-yl)phenyl)benzamide